C(=O)=[BH2-] carbonyl-borohydride